C(C)(C)(C)OC(=O)N[C@@H](CCC(=O)[O-])C(=O)OC=1C=CC2=C(C1)OC(C=1C2N2N(CC1)C(N(C2=O)C2=CC=C(C=C2)C(C)=O)=O)(C)C 2-(4-acetylphenyl)-7,7-dimethyl-1,3-dioxo-2,3,5,12b-tetrahydro-1H,7H-chromeno[4,3-c][1,2,4]triazolo[1,2-a]pyridazin-10-yl (tert-butoxycarbonyl)-L-glutamate